tert-butyl N-[(10R,11E,14S)-5-methoxy-10-methyl-9-oxo-3,8-diazatricyclo[13.3.1.02,7]nonadeca-1(19),2(7),3,5,11,15,17-heptaen-14-yl]carbamate COC=1C=NC=2C=3C=CC=C([C@H](C/C=C/[C@H](C(NC2C1)=O)C)NC(OC(C)(C)C)=O)C3